8-oxatricyclo[7.4.0.02,7]trideca-1(13),2,4,6,9,11-hexaene C=12C3=CC=CC=C3OC2=CC=CC1